OC1=C(C(N(C(=C1)C)C)=O)NC(N[C@@H](CC(=O)OCC)C=1C=C(C=CC1F)C1=C(C=C(C=C1)F)F)=O Ethyl (S)-3-(3-(4-Hydroxy-1,6-dimethyl-2-oxo-1,2-dihydropyridin-3-yl)ureido)-3-(2',4,4'-trifluorobiphenyl-3-yl)propanoat